N6-Benzoyldeoxyadenosine-3'-Yl 2-((3,4,5-Tris(Octadecyloxy)Benzoyl)Oxy)Acetate C(CCCCCCCCCCCCCCCCC)OC=1C=C(C(=O)OCC(=O)O[C@@]2(C[C@@H](O[C@@H]2CO)N2C=NC=3C(NC(C4=CC=CC=C4)=O)=NC=NC23)O)C=C(C1OCCCCCCCCCCCCCCCCCC)OCCCCCCCCCCCCCCCCCC